BrC1=C(C(=C(C=C1CCCCC)O)Br)O dibromo-Olivetol